tert-butyl (2,2-dimethyl-3-((2-(pyridin-4-yl)pyrido[3,4-d]pyrimidin-4-yl)amino)propyl)carbamate CC(CNC(OC(C)(C)C)=O)(CNC=1C2=C(N=C(N1)C1=CC=NC=C1)C=NC=C2)C